C(C)(C)(C)OC(=O)N1[C@@H](COCC1)C=1C=C(C=C2CCNCC12)C=1C=C2C(=NC1)NC=C2Cl (R)-3-(6-(3-chloro-1H-Pyrrolo[2,3-b]pyridin-5-yl)-1,2,3,4-tetrahydroisoquinolin-8-yl)morpholine-4-carboxylic acid tert-butyl ester